FC(C1=NN=C(O1)C1=CN=C(S1)CN(S(=O)(=O)C)C=1C=NC=C(C1)C(C)(C)F)F N-({5-[5-(difluoromethyl)-1,3,4-oxadiazol-2-yl]-1,3-thiazol-2-yl}methyl)-N-[5-(2-fluoropropan-2-yl)pyridin-3-yl]methanesulfonamide